bis-diphenylphosphino-1,1'-binaphthyl C1(=CC=CC=C1)P(C1=CC=CC=C1)C=1C(=C(C2=CC=CC=C2C1)C1=CC=CC2=CC=CC=C12)P(C1=CC=CC=C1)C1=CC=CC=C1